7-(benzyloxy)-2,3-dihydrobenzofuran-5-carboxylate C(C1=CC=CC=C1)OC1=CC(=CC=2CCOC21)C(=O)[O-]